di-tert-butyl-(3-methyl-2,2-diphenylcyclopropyl)phosphane ethyl-2-(6-fluoro-4-(4,4,5,5-tetramethyl-1,3,2-dioxaborolan-2-yl)-5-((triisopropylsilyl)ethynyl)naphthalen-2-yl)acetate C(C)OC(CC1=CC2=CC=C(C(=C2C(=C1)B1OC(C(O1)(C)C)(C)C)C#C[Si](C(C)C)(C(C)C)C(C)C)F)=O.C(C)(C)(C)P(C1C(C1C)(C1=CC=CC=C1)C1=CC=CC=C1)C(C)(C)C